CN1C(C(=CC(=C1)B1OC(C(O1)(C)C)(C)C)NC1=NC=C(C=C1)N1CCN(CC1)C1COC1)=O 1-methyl-3-(5-(4-(oxetan-3-yl)piperazin-1-yl)pyridin-2-yl-amino)-5-(4,4,5,5-tetramethyl-1,3,2-dioxaborolan-2-yl)pyridin-2(1H)-one